ClC=1C=C2C=C(NC2=CC1C1=NC(=C(C=C1)OC)F)CNC(NC1(CC1)C)=O 3-{[5-chloro-6-(6-fluoro-5-methoxy-2-pyridyl)-2-indolyl]methyl}-1-(1-methylcyclopropyl)urea